[As]=S.[Sb] antimony-arsenic sulfide